L-lactic acid Sodium carbonate C([O-])([O-])=O.[Na+].C([C@@H](O)C)(=O)O.[Na+]